5-(1-fluoro-3,7-dihydroxy-5,6,7,8-tetrahydronaphthalen-2-yl)-1λ6,2,5-thiadiazolidine-1,1,3-trione FC1=C(C(=CC=2CCC(CC12)O)O)N1CC(NS1(=O)=O)=O